NC=1C2=C(N=CN1)N(C(=C2C=2SC1=C(C2)C=C(C=C1OC)C)Cl)N1CN(C=CC1)C(C=C)=O 1-(3-(4-amino-6-chloro-5-(7-methoxy-5-methylbenzothien-2-yl)-7H-pyrrolo[2,3-d]pyrimidin-7-yl)pyrimidin-1-yl)prop-2-en-1-one